FC(C1=CC=C(C=C1)S(=O)(=O)C=1O[C@@H]([C@]([C@@](C1)(O)OCC1=CC=CC=C1)(O)OCC1=CC=CC=C1)C(O)OCC1=CC=CC=C1)(F)F 1-(4-trifluoromethylphenylsulfonyl)-3,4,6-tribenzyloxy-D-glucal